C(CC(C)C)C1=NC(=CC=C1)CCC(C)C 2,6-di-isopentylpyridine